CN(C(=O)N1CCC(CC1)NC(C1=NC(=CC(=C1)C)N1C=NC=C1)=O)C N-(1-(dimethylcarbamoyl)piperidin-4-yl)-6-(1H-imidazol-1-yl)-4-methylpicolinamide